BrC1=CC=C2C(=C(C(=NC2=C1)C(C)C)C(=O)NCC1=CC(=CC=C1)F)C 7-bromo-N-[(3-fluorophenyl)-methyl]-2-isopropyl-4-methyl-quinoline-3-carboxylic acid amide